C(C)(C)(C)OC(=O)N1C(CCCC1)OCCCCCCCC(=O)OCC ((8-ethoxy-8-oxooctyl)oxy)piperidine-1-carboxylic acid tert-butyl ester